NC(CC(=O)O)C(NC(COC(CC)=O)CC)=O 3-amino-3-{[1-(propionyloxy)butan-2-yl]carbamoyl}propanoic acid